N-[(3S)-pyrrolidin-3-yl]carbamate N1C[C@H](CC1)NC([O-])=O